N-(2-cyclopropyl-6-nitroquinolin-5-yl)methanesulfonamide C1(CC1)C1=NC2=CC=C(C(=C2C=C1)NS(=O)(=O)C)[N+](=O)[O-]